C(C)OC1CN(C1)[C@@H]1[C@H]([C@H]2CC[C@@H]1C2)OC=2C=C1CN(C(C1=CC2)=O)C2C(NC(CC2)=O)=O 3-(5-(((1S,2S,3S,4R)-3-(3-ethoxyazetidin-1-yl)bicyclo[2.2.1]heptan-2-yl)oxy)-1-oxoisoindolin-2-yl)piperidine-2,6-dione